N1C=C(C2=CC=CC=C12)C1=CC(=NC=N1)NC=1C=C(C=CC1)NC(C1=CC=C(C=C1)NC(CCCCCCCCCNC(COC1=C2C(N(C(C2=CC=C1)=O)C1C(NC(CC1)=O)=O)=O)=O)=O)=O N-(3-((6-(1H-indol-3-yl)pyrimidin-4-yl)amino)phenyl)-4-(10-(2-((2-(2,6-dioxopiperidin-3-yl)-1,3-dioxoisoindolin-4-yl)oxy)acetamido)decanamido)benzamide